2-(Methoxymethyl)-N-(2-methoxyphenyl)-6-({[2-(trifluoromethyl)phenyl]carbonyl}amino)-1H-benzoimidazole-4-carboxamide COCC1=NC2=C(N1)C=C(C=C2C(=O)NC2=C(C=CC=C2)OC)NC(=O)C2=C(C=CC=C2)C(F)(F)F